N-(2-(4,4-difluorocyclohexyl)-2H-1,2,3-triazol-4-yl)-4-((2-hydroxyethyl)sulfonamido)-2-(6-azaspiro[2.5]octan-6-yl)benzamide FC1(CCC(CC1)N1N=CC(=N1)NC(C1=C(C=C(C=C1)NS(=O)(=O)CCO)N1CCC2(CC2)CC1)=O)F